N-(2-(7-fluoro-2-((6-(piperidin-1-yl)pyridin-3-yl)amino)quinazolin-8-yl)pyridin-4-yl)acrylamide FC1=CC=C2C=NC(=NC2=C1C1=NC=CC(=C1)NC(C=C)=O)NC=1C=NC(=CC1)N1CCCCC1